ClC1=NC(=C2C(=N1)NN=C2)NC=2N=CN(C2)C2=CC(=C(C(=C2)OC)OC)OC 6-chloro-N-(1-(3,4,5-trimethoxyphenyl)-1H-imidazol-4-yl)-1H-pyrazolo[3,4-d]pyrimidin-4-amine